C(C)OC(OCC)OCC.N1C(=NC=C1)C=1C=CC=C(C1C=NO)O.[Zn] Zinc imidazolesalicylaldoxime triethyl-orthoformat